NC1=C(C(=O)O)C=C(C=C1[N+](=O)[O-])Br 2-amino-5-bromo-3-nitro-benzoic acid